sodium (2-(2-(((tert-butoxycarbonyl)(methyl)amino)methyl)-1H-pyrrolo[3,2-b]pyridin-5-yl)-6-hydroxypyrimidin-4-yl)methanesulfinate C(C)(C)(C)OC(=O)N(C)CC1=CC2=NC(=CC=C2N1)C1=NC(=CC(=N1)CS(=O)[O-])O.[Na+]